bis((9H-Fluoren-9-yl)methyl) (4-((14S,17S)-1-azido-14-isopropyl-17-methyl-12,15-dioxo-3,6,9-trioxa-13,16-diazaoctadecan-18-amido)benzyl) phosphate P(=O)(OCC1C2=CC=CC=C2C=2C=CC=CC12)(OCC1C2=CC=CC=C2C=2C=CC=CC12)OCC1=CC=C(C=C1)NC([C@@H](NC([C@@H](NC(CCOCCOCCOCCN=[N+]=[N-])=O)C(C)C)=O)C)=O